rel-3-(5-(difluoromethyl)-1,3,4-thiadiazol-2-yl)-8-((1R,9aS)-1-(hydroxymethyl)hexahydropyrazino[2,1-c][1,4]oxazin-8(1H)-yl)-N-(1-methylcyclopropyl)imidazo[1,5-a]pyridine-6-sulfonamide FC(C1=NN=C(S1)C1=NC=C2N1C=C(C=C2N2C[C@H]1[C@@H](OCCN1CC2)CO)S(=O)(=O)NC2(CC2)C)F |o1:18,19|